2-Oxopiperidin-3-yl (2S)-2-amino-3-(3-{[3-(3-fluorophenoxy)-3-phenylazetidin-1-yl]sulfonyl}phenyl)propanoate monohydrochloride Cl.N[C@H](C(=O)OC1C(NCCC1)=O)CC1=CC(=CC=C1)S(=O)(=O)N1CC(C1)(C1=CC=CC=C1)OC1=CC(=CC=C1)F